S1C(=NC2=C1C=CC=C2)C2=CC=C(C=C2)NC(=O)NCC2=CN=CO2 1-(4-(Benzo[d]thiazol-2-yl)phenyl)-3-(oxazol-5-ylmethyl)urea